ClC=1C=CC(=C(C(=O)O)C1)NC1=C(C=NC2=C(C=C(C=C12)Cl)C)S(=O)(=O)N1CCSCC1 5-chloro-2-[(6-chloro-8-methyl-3-thiomorpholinosulfonyl-4-quinolyl)amino]benzoic acid